FC1=CC=C(C=C1)N1C(N(C(C2=C1N(C(C=C2O)=O)C)=O)C2=CC=C(C=C2)F)=O 1,3-bis(4-fluorophenyl)-5-hydroxy-8-methylpyrido[2,3-d]pyrimidine-2,4,7(1h,3h,8h)-trione